N-(3-((5-amino-2-(1H-pyrazol-5-yl)thieno[3,2-b]pyridin-7-yl)amino)propyl)cyclopropylcarboxamide NC1=CC(=C2C(=N1)C=C(S2)C2=CC=NN2)NCCCNC(=O)C2CC2